ClC1=CC(=NN1C)I 5-chloro-3-iodo-1-methyl-1H-pyrazole